COC1=CC=C(C=C1)C1=NC(=NC(=N1)C1=CC=C(C=C1O)OCC(CCCC)CC)C1=CC=C(C=C1O)OCC(CCCC)CC 6,6'-(6-(4-Methoxyphenyl)-1,3,5-triazine-2,4-diyl)bis(3-((2-ethylhexyl)oxy)phenol)